F[C@H]1CN(CC[C@H]1NC1=CC=CN2C(=C(C=C12)C#CCNC=1C=CC(=NC1OC([2H])([2H])[2H])C(=O)NC)CC(F)(F)F)C 5-((3-(8-(((3S,4R)-3-fluoro-1-methylpiperidin-4-yl)amino)-3-(2,2,2-trifluoroethyl)indolizin-2-yl)prop-2-yn-1-yl)amino)-6-(methoxy-d3)-N-methylpyridine-2-carboxamide